4-chloro-1-(1-(1-(5-(dimethylamino)pyridin-3-yl)-1H-pyrazol-4-yl)ethyl)pyridin-2(1H)-one ClC1=CC(N(C=C1)C(C)C=1C=NN(C1)C=1C=NC=C(C1)N(C)C)=O